N-methyl-3,4-ethylenedioxy-amphetamine CNC(C)CC1=CC2=C(C=C1)OCCO2